(3,3-dimethyl-1-oxoisoindolin-5-yl)carbamic acid tert-butyl ester C(C)(C)(C)OC(NC=1C=C2C(NC(C2=CC1)=O)(C)C)=O